(S)-1-(4-((1-(3,4,5-trimethoxyphenyl)-1H-imidazol-4-yl)amino)furo[3,2-d]pyrimidin-2-yl)pyrrolidin-3-ol COC=1C=C(C=C(C1OC)OC)N1C=NC(=C1)NC=1C2=C(N=C(N1)N1C[C@H](CC1)O)C=CO2